CC(CCC#C)([NH-])C N-dimethylpent-4-ynylamide